4-((4-Bromo-2,6-difluorobenzyl)amino)-6-fluoro-7-methoxyquinoline-3-carboxylic acid BrC1=CC(=C(CNC2=C(C=NC3=CC(=C(C=C23)F)OC)C(=O)O)C(=C1)F)F